(3R)-3-amino-5-[(4-chlorophenyl)methyl]-7-[5-(1-cyclopropyl-5,5-difluoro-3-piperidyl)-1,3,4-oxadiazol-2-yl]-8-fluoro-1,1-dioxo-2,3-dihydro-1lambda6,5-benzothiazepin-4-one N[C@H]1CS(C2=C(N(C1=O)CC1=CC=C(C=C1)Cl)C=C(C(=C2)F)C=2OC(=NN2)C2CN(CC(C2)(F)F)C2CC2)(=O)=O